NC1=C(C=C(C2=CC=CC=C12)S(=O)(=O)O)N=NC=1C=NC(=CC1)C1=C(C=CC=C1)OCCCCCCO 4-amino-3-{6-[2-(6-hydroxyhexyloxy)phenyl]pyridine-3-ylazo}naphthalene-1-sulfonic acid